C(C1=CC=CC=C1)OC(=O)N\C(\C(=O)OCC1=CC=CC=C1)=C\C1=CN(C2=CC=C(C=C12)OC)CC(=O)OC(C)(C)C benzyl (E)-2-(((benzyloxy)carbonyl)amino)-3-(1-(2-(tert-butoxy)-2-oxoethyl)-5-methoxy-1H-indol-3-yl)acrylate